CN1N=CC=2C1=NC(=CC2N2CC1=CN=C(C=C1[C@H](C2)C)N2CCNCC2)C (4R)-2-(1,6-dimethylpyrazolo[3,4-b]pyridin-4-yl)-4-methyl-6-piperazin-1-yl-3,4-dihydro-1H-2,7-naphthyridine